C12(CC(C1)C2)N2N=NC(=C2)\C(=N\S(=O)(=O)C(C)(C)C)\C=2C(=NC(=CC2)F)C (S,E)-N-{[1-(bicyclo[1.1.1]pentan-1-yl)-1H-1,2,3-triazol-4-yl](6-fluoro-2-methylpyridin-3-yl)methylene}-2-methylpropane-2-sulfonamide